ClC=1C=C(C=C(C1F)[N+](=O)[O-])B1OC(C(O1)(C)C)(C)C 2-(3-Chloro-4-fluoro-5-nitro-phenyl)-4,4,5,5-tetramethyl-1,3,2-dioxaborolane